C(#N)C1=CC=2N(N=C1)C(=CC2)C2=CC(=C(C=N2)C2=NN=C(S2)N2C[C@H]1CC[C@@H](C2)C1NC(C)=O)NC(C)C N-((1R,5S,8r)-3-(5-(6-(3-cyanopyrrolo[1,2-b]pyridazin-7-yl)-4-(isopropylamino)pyridin-3-yl)-1,3,4-thiadiazol-2-yl)-3-azabicyclo[3.2.1]oct-8-yl)acetamide